CC=1C(=NC(=NC1)NC1=C(C=C(C=C1)C(NC1CCN(CC1)C)=O)OC)NC1=CC(=C(C(=C1)OC)Cl)OC 5-Methyl-N4-(4-chloro-3,5-dimethoxyphenyl)-N2-[4-(1-methylpiperidin-4-ylcarbamoyl)-2-methoxyphenyl]pyrimidine-2,4-diamine